NC1=C(C=NC(=C1F)N[C@H]1C[C@@H]2COC3=C(C(N2C1)=O)C(=C(C(=C3)C)F)OC(C)C)/C=C/C(=O)OC(C)(C)C tert-Butyl (E)-3-(4-amino-5-fluoro-6-(((2S,11aR)-7-fluoro-6-isopropoxy-8-methyl-5-oxo-2,3,11,11a-tetrahydro-1H,5H-benzo[f]pyrrolo[2,1-c][1,4]oxazepin-2-yl)amino)pyridin-3-yl)acrylate